O[C@H]1[C@H]2[C@@H]3CC[C@H]([C@@H](CCC(C(C)CO)O)C)[C@]3(CC[C@@H]2[C@]2(CC[C@@H](CC2=C1)O)C)C 7α,24-S,27-trihydroxycholesterol